NC=1C(=NC(=CC1C1=C(C(=CC=C1C)OC)C)Cl)C(=O)N 3-amino-6-chloro-4-(3-methoxy-2,6-dimethyl-phenyl)pyridine-2-carboxamide